tri-(1-octyl) phosphate P(=O)(OCCCCCCCC)(OCCCCCCCC)OCCCCCCCC